rac-6-methoxy-2-((7S,8S)-7-methyl-1,4-dioxaspiro[4.5]decan-8-yl)-N-(pyrazolo[1,5-a]pyrimidin-3-yl)-2H-indazole-5-carboxamide COC=1C(=CC2=CN(N=C2C1)[C@@H]1[C@H](CC2(OCCO2)CC1)C)C(=O)NC=1C=NN2C1N=CC=C2 |r|